C1(CCC1)CN[C@H]1CN(CCC1)C=1C=NC(=CC1)C1(COC1)N1C=NC(=C1)C=1C=NC=C(C1)OC (R)-N-(cyclobutylmethyl)-1-(6-(3-(4-(5-methoxypyridin-3-yl)-1H-imidazol-1-yl)oxetan-3-yl)pyridin-3-yl)piperidin-3-amine